sodium 3-oxo-1,2-benzisothiazole-2(3H)-propanesulfonate 1,1-dioxide O=C1N(S(C2=C1C=CC=C2)(=O)=O)CCCS(=O)(=O)[O-].[Na+]